FC1=C2CN(C(C2=CC(=C1)I)=O)[C@@H](C(=O)NC=1SC=CN1)C1=C(C=CC(=C1)F)OC |r| (2RS)-2-(4-fluoro-6-iodo-1-oxo-isoindolin-2-yl)-2-(5-fluoro-2-methoxy-benzeneYl)-N-thiazol-2-yl-acetamide